NCCCC[Si](OCC)(C)C 3-aminopropyl-trimethyl-(ethoxy)silane